(S)-1-cyano-N-(6-(5-methylisoxazol-4-yl)benzo[d]thiazol-2-yl)pyrrolidine-3-carboxamide C(#N)N1C[C@H](CC1)C(=O)NC=1SC2=C(N1)C=CC(=C2)C=2C=NOC2C